1-(3,4-difluoro-5-(methoxymethoxy)phenyl)-5-(5-(methoxymethoxy)pyridin-2-yl)-1H-indazole FC=1C=C(C=C(C1F)OCOC)N1N=CC2=CC(=CC=C12)C1=NC=C(C=C1)OCOC